6-(1-(1-(7-acryloyl-7-azaspiro[3.5]nonane-2-carbonyl)piperidin-4-yl)-1H-pyrazol-4-yl)-4-methoxypyrazolo[1,5-a]pyridine-3-carbonitrile C(C=C)(=O)N1CCC2(CC(C2)C(=O)N2CCC(CC2)N2N=CC(=C2)C=2C=C(C=3N(C2)N=CC3C#N)OC)CC1